N-(3-((1S,3R)-3-((4-bromopyridin-3-yl)oxy)cyclopentyl)-1-(tert-butyl)-1H-pyrazol-5-yl)-2-(3-methylisoxazol-5-yl)acetamide BrC1=C(C=NC=C1)O[C@H]1C[C@H](CC1)C1=NN(C(=C1)NC(CC1=CC(=NO1)C)=O)C(C)(C)C